5-(5-methyl-1,3,4-oxadiazol-2-yl)pyrimidine-2,4(1H,3H)-dione CC1=NN=C(O1)C=1C(NC(NC1)=O)=O